6-[(6-allyl-5,5-dioxido-6H-pyrimido[5,4-c][2,1]benzothiazin-2-yl)amino]-2,3-dihydro-1H-indol C(C=C)N1S(C2=C(C3=C1C=CC=C3)N=C(N=C2)NC2=CC=C3CCNC3=C2)(=O)=O